OC1=C(C(=NC(=C1C(=O)N)C)C)C(=O)N 4-hydroxy-2,6-dimethylpyridine-3,5-dicarboxamide